2-(1-(cyclopropylmethyl)-1H-pyrrolo[2,3-b]pyridin-2-yl)-6-(ethoxycarbonyl)pyrazolo[1,5-a]pyridine-3-carboxylic acid C1(CC1)CN1C(=CC=2C1=NC=CC2)C2=NN1C(C=CC(=C1)C(=O)OCC)=C2C(=O)O